Tosyl isocyanate S(=O)(=O)(C1=CC=C(C)C=C1)N=C=O